2-(4-bromophenyl)-7-[1-(tert-butoxycarbonyl)piperidin-4-yl]-2H-pyrazolo[4,3-b]pyridine-3-carboxylic acid BrC1=CC=C(C=C1)N1N=C2C(N=CC=C2C2CCN(CC2)C(=O)OC(C)(C)C)=C1C(=O)O